C(C)(=O)OCCCCCCCCCCCC\C=C/CCO (13Z)-16-hydroxy-13-hexadecenyl acetate